5-(3,4-dichlorophenyl)-4-methyl-4H-1,2,4-triazol ClC=1C=C(C=CC1Cl)C=1N(C=NN1)C